OB1OCC2=C1C(=C(C=C2)C(=O)N[C@@H](C(C)C)C(=O)OCC2=CC=C(C=C2)S(=O)C(C)C)C 4-(isopropylsulfinyl)benzyl (1-hydroxy-7-methyl-1,3-dihydrobenzo[c][1,2]oxaborole-6-carbonyl)-L-valinate